CC=1C=C(C(=O)NC2=CC(=CC=C2)[C@H](C)NC2=CN=C3C(=N2)N(N=C3)C)C=CC1CN1CCN(CC1)C (S)-3-methyl-N-(3-(1-((1-methyl-1H-pyrazolo[3,4-b]pyrazin-6-yl)amino)ethyl)phenyl)-4-((4-methylpiperazin-1-yl)methyl)benzamide